C(#N)C1=CC(=CC=2N=C(OC21)C=2C(=C(C=CC2)C2=C(C(=CC=C2)NC=2C1=C(N=C(N2)C(F)F)C=C(C=N1)CN1C[C@@H](CC1)O)C)C)CN1CCCC1 (R)-1-((7-Cyano-2-(3'-(2-(difluoromethyl)-7-(((R)-3-hydroxypyrrolidin-1-yl)methyl)pyrido[3,2-d]-pyrimidin-4-ylamino)-2,2'-dimethylbiphenyl-3-yl)benzo[d]oxazol-5-yl)methyl)pyrrolidin